benzo[f][1,3]oxazepine O1C=NC=CC2=C1C=CC=C2